(S)-2-amino-N-(4-(benzylsulfanyl)phenyl)-3-phenylpropanamide hydrochloride Cl.N[C@H](C(=O)NC1=CC=C(C=C1)SCC1=CC=CC=C1)CC1=CC=CC=C1